FC1(C2(CN(CC1CCC2)C=2N=C1N(C(C2C)=O)C=C(C=C1[C@@H](C)NC1=C(C(=O)O)C=CC=C1)C)CO)F 2-(((1R)-1-(2-(9,9-difluoro-1-(hydroxymethyl)-3-azabicyclo[3.3.1]nonan-3-yl)-3,7-dimethyl-4-oxo-4H-pyrido[1,2-a]pyrimidin-9-yl)ethyl)amino)benzoic acid